2-[6-amino-5-[8-[3-(2-piperazin-1-ylethoxy)phenyl]-3,8-diazabicyclo[3.2.1]octan-3-yl]pyridazin-3-yl]phenol NC1=C(C=C(N=N1)C1=C(C=CC=C1)O)N1CC2CCC(C1)N2C2=CC(=CC=C2)OCCN2CCNCC2